(4-((4-Methoxyphenyl)ethynyl)phenyl)(piperidin-1-yl)methanone COC1=CC=C(C=C1)C#CC1=CC=C(C=C1)C(=O)N1CCCCC1